2-(naphthalen-1-yl)-N-undecylacetamide C1(=CC=CC2=CC=CC=C12)CC(=O)NCCCCCCCCCCC